N-tertiary butyl-glycine C(C)(C)(C)NCC(=O)O